2-(3-hydroxybutan-2-yl)-4-(4-(4-(4-(4,4,5,5-tetramethyl-1,3,2-dioxaborolan-2-yl)phenyl)piperazin-1-yl)phenyl)-2,4-dihydro-3H-1,2,4-triazol-3-one OC(C(C)N1N=CN(C1=O)C1=CC=C(C=C1)N1CCN(CC1)C1=CC=C(C=C1)B1OC(C(O1)(C)C)(C)C)C